COC1=C(C=C(C=C1)C1=CC=NC=2N1N=C(C2)C(=O)NC2=NC=C(C=C2)N2CCOCC2)[N+](=O)[O-] 7-(4-methoxy-3-nitrophenyl)-N-(5-morpholinopyridin-2-yl)pyrazolo[1,5-a]pyrimidine-2-carboxamide